N[C@H]1CN(C[C@@H](C1)F)C(=O)C1=CC2=C(N(C(=N2)C=2N(C3=CC(=CC=C3C2)C=2C=C3CCC(NC3=NC2)=O)CC2CC2)C)C(=C1)OC 6-(2-{5-[(3R,5R)-3-amino-5-fluoropiperidine-1-carbonyl]-7-methoxy-1-methyl-1H-1,3-benzodiazol-2-yl}-1-(cyclopropylmethyl)-1H-indol-6-yl)-1,2,3,4-tetrahydro-1,8-naphthyridin-2-one